5-Amino-3-[4-[2-[[3-[(2,2-difluorocyclopropyl)methyl]isoxazol-5-yl]amino]-2-oxo-ethyl]phenyl]-1-isopropyl-pyrazole-4-carboxamide NC1=C(C(=NN1C(C)C)C1=CC=C(C=C1)CC(=O)NC1=CC(=NO1)CC1C(C1)(F)F)C(=O)N